ClC1=C(C=CC(=C1)[N+](=O)[O-])N1CCC(CC1)(O)CC(=O)OC(C)(C)C tert-Butyl 2-(1-(2-chloro-4-nitrophenyl)-4-hydroxypiperidin-4-yl)acetate